NCC(=O)N1CCN(CC1)C(C1=C(C=C(C=C1)NC=1C=2N(C=CN1)C(=CN2)C=2C(=NNC2)C(F)(F)F)Cl)=O 2-amino-1-[4-[2-chloro-4-[[3-[3-(trifluoromethyl)-1H-pyrazol-4-yl]imidazo[1,2-a]pyrazin-8-yl]amino]benzoyl]piperazin-1-yl]ethanone